tert-butyl 4-((6-cyano-7-((1-(3-methoxy-2,2-dimethyl-3-oxopropyl)azetidin-3-yl)oxy)-2H-indazol-2-yl)methyl)-5-methoxy-7-methyl-1H-indole-1-carboxylate C(#N)C=1C=CC2=CN(N=C2C1OC1CN(C1)CC(C(=O)OC)(C)C)CC1=C2C=CN(C2=C(C=C1OC)C)C(=O)OC(C)(C)C